OC=1C(NC=NC1C[C@H](CN[C@@H](CO)C)C1=CC=C(C=C1)C#CC1=CC=C(C=C1)CN1CCOCC1)=O 5-hydroxy-6-((S)-3-(((R)-1-hydroxypropan-2-yl)amino)-2-(4-((4-(morpholinomethyl)phenyl)ethynyl)phenyl)propyl)pyrimidin-4(3H)-one